COC(C(C(=O)O)C1=CC=C(C=C1)OCC(CCC)C)=O 3-Methoxy-2-{4-[(2-methylpentyl)oxy]phenyl}-3-oxopropionic acid